P(O)(O)(=S)O[C@H]1[C@H]([C@@H](O[C@@H]1CO)N1C(=O)N=C(N)C=C1)OC.NCCCC(C)[Si](C)(C)C 3-aminopropyl-trimethyl-ethyl-silane 2'-O-methylcytidine-3'-phosphorothioate